FC1(CC(C1)N(C(=O)OCC1=C(C=NN1C)C1=CC=C(C(=N1)CC)N1C[C@@H](CCC1)CCCC(=O)OCCC(C1=CC=CC=C1)(C1=CC=CC=C1)C1=CC=CC=C1)C)F 2-(trityl)ethanol (R)-2-(1-(6-(5-((((3,3-difluorocyclobutyl)(methyl)aminocarbonyl)oxy)methyl)-1-methyl-1H-pyrazol-4-yl)-2-ethylpyridin-3-yl)piperidin-3-yl)ethyl-acetate